4-methyl-3-phenylthiazol-2(3H)-imine CC=1N(C(SC1)=N)C1=CC=CC=C1